FC(OC1=CC(=C(C(=N1)C)N1N=C2N=C(NC(C2=C1)=O)OCC)C)F 2-[6-(difluoromethoxy)-2,4-dimethylpyridin-3-yl]-6-ethoxy-2,5-dihydro-4H-pyrazolo[3,4-d]pyrimidin-4-one